2-(dimethylamino)-3-[(9Z,12Z)-octadeca-9,12-dien-1-yloxy]-2-{[(9Z,12Z)-octadeca-9,12-dien-1-yloxy]methyl}propan-1-ol CN(C(CO)(COCCCCCCCC\C=C/C\C=C/CCCCC)COCCCCCCCC\C=C/C\C=C/CCCCC)C